2-(2-bromo-3,5-difluorophenyl)-1,3-dioxolane BrC1=C(C=C(C=C1F)F)C1OCCO1